FC(OC1=C(C=CC(=C1)N=C=S)F)F 2-(difluoromethoxy)-1-fluoro-4-isothiocyanatobenzene